N(=[N+]=[N-])\C(\C(=O)OCC)=C/C1=CN=C(S1)C1=C(C=CC=C1)OC ethyl (Z)-2-azido-3-[2-(2-methoxyphenyl)thiazol-5-yl]prop-2-enoate